((3-fluoropiperidin-4-yl)methyl)-3-(4-(methoxymethyl)benzyl)-1-methylurea FC1CNCCC1CN(C(=O)NCC1=CC=C(C=C1)COC)C